4-{[N6-(tert-butoxycarbonyl)-L-lysyl]Amino}butyric acid tert-butyl ester C(C)(C)(C)OC(CCCNC([C@@H](N)CCCCNC(=O)OC(C)(C)C)=O)=O